S1C2=C(C=C1C1C(C(OC1C1=C(C=CC=C1)C(F)(F)F)=O)=C)C=CC=C2 4-(benzo[b]thiophen-2-yl)-3-methylene-5-(2-(trifluoromethyl)phenyl)dihydrofuran-2(3H)-one